N-(3,3-dimethylbutyl)-2-(2-hydroxyethylsulfonylamino)thiazole-4-carboxamide CC(CCNC(=O)C=1N=C(SC1)NS(=O)(=O)CCO)(C)C